BrC=1C=C2CCCC(C2=CC1)N 6-bromo-1,2,3,4-tetrahydronaphthalen-1-amine